COC1=CC=C(C=N1)CN1[C@@H]2COC[C@H]1CNC2 (1S,5R)-9-[(6-methoxy-3-pyridyl)methyl]-3-oxa-7,9-diazabicyclo[3.3.1]nonane